[Cl-].C(C)[N+](C)(C)CCOCCOCC ethyl-[2-(2-ethoxyethoxy)ethyl]-dimethylammonium chloride